S1C(=NC=C1)N1N=CC=C1C(=O)O 1-THIAZOL-2-YL-PYRAZOLE-5-CARBOXYLIC ACID